3,7-dimethyl-2,6-octadienyl 3-methyl-2-oxopentanoate CC(C(C(=O)OCC=C(CCC=C(C)C)C)=O)CC